C[C@H]1CN(C[C@H](O1)C)CC1=CC=C(C=C1)/C=C/C1=NNC2=CC(=CC=C12)[C@H]1[C@@]2(C1)C(NC1=CC=C(C=C12)OC)=O (2'S,3R)-2'-[3-[(E)-2-[4-[[(2S,6R)-2,6-dimethylmorpholin-4-yl]methyl]phenyl]ethenyl]-1H-indazol-6-yl]-5-methoxyspiro[1H-indole-3,1'-cyclopropane]-2-one